BrC1=C(C=C2C(=C(C(=NC2=C1F)N1CC(C1)N(C)C)[N+](=O)[O-])N[C@@H]1C[C@H](N(CC1)C(=O)OC(C)(C)C)C(=O)OC)Cl 1-(tert-butyl) 2-methyl (2S,4S)-4-((7-bromo-6-chloro-2-(3-(dimethylamino)azetidin-1-yl)-8-fluoro-3-nitroquinolin-4-yl)amino)piperidine-1,2-dicarboxylate